tert-butyl (2-(4-cyclopropyl-1,1,1-trifluoro-2-hydroxybut-3-yn-2-yl)-4-fluoro-5-formylphenyl)carbamate C1(CC1)C#CC(C(F)(F)F)(O)C1=C(C=C(C(=C1)F)C=O)NC(OC(C)(C)C)=O